C(=O)(O)C1=CC=C(C(=O)C2=C(C(=O)O)C=CC=C2)C=C1 2-(4-carboxybenzoyl)benzoic acid